C(=O)(O)[C@@H](CC1=CC=C(C=C1)OCCOCCOCCOCC)N1CCN(CCN(CCN(CC1)CC(=O)[O-])CC(=O)[O-])CC(=O)[O-].[Gd+3] Gadolinium 2,2',2''-{10-[(1R)-1-carboxy-2-(4-{2-[2-(2-ethoxyethoxy)ethoxy]ethoxy}phenyl)ethyl]-1,4,7,10-tetraazacyclododecan-1,4,7-triyl}triacetat